FC(C(=O)O)(F)F.FC(C=1C=C(C=NC1)N1C(NC(C1)=O)=O)(F)F 1-[5-(trifluoromethyl)-3-pyridinyl]-2,4-imidazolidinedione trifluoroacetate